[C@H]12CNC[C@@H]2C1 (1S,2S,5R)-3-azabicyclo[3.1.0]hexane